BrC=1C(=C(C(=NC1)OC)C=O)N1CCC(CC1)NC(O)=O N-[1-(5-bromo-3-formyl-2-methoxypyridin-4-yl)piperidin-4-yl]Carbamic acid